CC(=O)C1=C(C=C(C=C1)Cl)Cl 2,4-dichloroacetophenone